CNCCCN1N=C2N=C(C(=C(C2=C1)C1=CC=C(C=C1)F)C1=CC=NC=C1)C1=CC=C(C=C1)F methyl-[3-[4,6-bis(4-fluorophenyl)-5-(4-pyridyl)-pyrazolo[3,4-b]pyridin-2-yl]propyl]amine